CC1=C(C=NC=2OCCNC21)NC2=C(C(NC=C2)=O)C(=O)NC2=C(C=C(C=C2)N2CCN(CC2)C)C 4-((8-methyl-2,3-dihydro-1H-pyrido[2,3-b][1,4]oxazin-7-yl)amino)-N-(2-methyl-4-(4-methylpiperazin-1-yl)phenyl)-2-oxo-1,2-dihydropyridine-3-carboxamide